5-hydroxy-1-(3,5-difluorobenzyl)azepine-2-one OC1=CCC(N(C=C1)CC1=CC(=CC(=C1)F)F)=O